9H-pyrido[2',3':4,5]pyrrolo[2,3-d]pyrimidine N1=CN=CC2=C1NC1=C2N=CC=C1